C(C)(=O)N[C@H]1CN(CC1)C(=O)OC(C)(C)C Tert-butyl (3R)-3-acetamidopyrrolidine-1-carboxylate